P(=O)(O)(O)N1[C@@H](CCC1)C(=O)O phosphoproline